4-((S)-2-(dimethylamino)-3-((S)-3-(thiophen-3-yl)-3-(1-(trifluoromethyl)cyclopropyl)propanamido)propyl)-2-fluorobenzamide CN([C@@H](CC1=CC(=C(C(=O)N)C=C1)F)CNC(C[C@@H](C1(CC1)C(F)(F)F)C1=CSC=C1)=O)C